C(C)(=O)NC1=NC=C(C(=C1)B(O)O)CO (2-acetamido-5-(hydroxymethyl)pyridin-4-yl)boronic Acid